C(CCCCCCCCCCC)OC1=CC(=C(C(=O)C2=CC=CC=C2)C=C1)O 4-dodecyloxy-2-hydroxybenzophenone